1-(2-chlorophenyl)-2-(2,4-dimethoxybenzyl)-6-methoxy-7-nitro-1,2-dihydro-3H-pyrrolo[3,4-c]pyridin-3-one ClC1=C(C=CC=C1)C1N(C(C=2C=NC(=C(C21)[N+](=O)[O-])OC)=O)CC2=C(C=C(C=C2)OC)OC